C(C=C)(=O)OC1=CC(=C(C=C1)N1N=C2C(=N1)C=CC(=C2)Cl)O 4-(5-chloro-2H-benzotriazol-2-yl)-3-hydroxyphenyl 2-propenoate